2-methyl-N-(1-(1-methyl-2-oxo-1,2-dihydrobenzo[cd]indol-6-yl)cyclopropyl)-5-(1-methyl-octahydro-6H-pyrrolo[3,4-b]pyridin-6-yl)benzamide CC1=C(C(=O)NC2(CC2)C=2C=3C4=C(C(N(C4=CC2)C)=O)C=CC3)C=C(C=C1)N1CC3N(CCCC3C1)C